2-chloro-3'-(trifluoromethyl)-[1,1'-biphenyl]-4-carbaldehyde ClC1=C(C=CC(=C1)C=O)C1=CC(=CC=C1)C(F)(F)F